[OH-].C(=CCC)C(CC[NH+](CCC)CCC)C 3-butenylbutyldipropylammonium hydroxide